C(C)(=O)NC=1C=C(C=CC1)CC(=O)ON1C(CCC1=O)=O 2,5-dioxopyrrolidin-1-yl 2-(3-acetamidophenyl)acetate